FC=1C=CC=2N(C3=CC=C(C=C3C2C1)F)C[C@](CN1C([C@@H](CC1)F)=O)(C)O (R)-1-((S)-3-(3,6-difluoro-9H-carbazol-9-yl)-2-hydroxy-2-methylpropyl)-3-fluoropyrrolidin-2-one